(7RS)-2-(4-chlorophenyl)-7-methyl-3-(pyridin-4-yl)-6,7-dihydropyrazolo[1,5-a]pyrazin ClC1=CC=C(C=C1)C1=NN2C(C=NC[C@H]2C)=C1C1=CC=NC=C1 |r|